6,7-dimethoxy-9-(3-morpholinophenyl)naphtho[2,3-c]furan-1(3H)-one COC1=CC2=CC3=C(C(OC3)=O)C(=C2C=C1OC)C1=CC(=CC=C1)N1CCOCC1